Decane Hydrogen chloride Cl.CCCCCCCCCC